1,6-hexane diisocyanate C(CCCN=C=O)CCN=C=O